8-bromo-3-chloro-5-(propan-1-en-2-yl)isoquinoline BrC=1C=CC(=C2C=C(N=CC12)Cl)C(=C)C